1-(3-(1H-1,2,3-triazol-4-yl)pyrrolidin-1-yl)-3-(2-((5,6-difluoro-2,3-dihydro-1H-inden-2-yl)amino)pyrimidin-5-yl)propan-1-one N1N=NC(=C1)C1CN(CC1)C(CCC=1C=NC(=NC1)NC1CC2=CC(=C(C=C2C1)F)F)=O